NC1CCN(CC1)C=1N(C(C(=C(N1)C1=CC(=C(C#N)C=C1)F)C1=CC(=CC(=C1)F)F)=O)C 4-[2-(4-aminopiperidin-1-yl)-5-(3,5-difluorophenyl)-1-methyl-6-oxopyrimidin-4-yl]-2-fluorobenzonitrile